4-(tert-butoxy)-2,8-dichloro-9-methyl-9H-pyrido[4',3':4,5]pyrrolo[2,3-d]pyrimidine C(C)(C)(C)OC=1C2=C(N=C(N1)Cl)N(C1=C2C=CN=C1Cl)C